acetoin glutamate N[C@@H](CCC(=O)O)C(=O)O.OC(C(C)=O)C